COC1=CC(=C(C=C1NC1=NC=NC(=C1)N1OCC[C@@H]1C1=CC(=CC=C1)C=1C=NC=2N(C1)N=CC2)NC(C=C)=O)N2CCN(CC2)C (R)-N-(4-methoxy-2-(4-methylpiperazin-1-yl)-5-((6-(3-(3-(pyrazolo[1,5-a]pyrimidin-6-yl)phenyl)isoxazolidin-2-yl)pyrimidin-4-yl)amino)phenyl)acrylamide